OC=1C=C2C(=NC(=NC2=C2C1OC(C2)C)C)N[C@H](C)C=2C=C(C=C(C2)C(F)(F)F)NC(C)=O N-(3-((R)-1-((6-hydroxy-2,8-dimethyl-8,9-dihydrofuro[2,3-h]quinazolin-4-yl)amino)ethyl)-5-(trifluoromethyl)phenyl)acetamide